2-(carboxymethyl)-1,3-butadiene C(=O)(O)CC(=C)C=C